FC(N1N=CC(=C1)C=1C=CC(=NC1)N)F 5-(1-(difluoromethyl)-1H-pyrazol-4-yl)pyridin-2-amine